CSC=1N=C(C2=C([C@H]3N(C[C@@H](C2)C3)C(=O)OC(C)(C)C)N1)OS(=O)(=O)C(F)(F)F tert-butyl (6S,9S)-2-(methylthio)-4-(((trifluoromethyl) sulfonyl) oxy)-5,6,7,9-tetrahydro-8H-6,9-methanopyrimido[4,5-c]azepine-8-carboxylate